CC1=NN2C(N(CCC2)C(CCC(=O)NC=2C=NC(=CC2)C2=CC=CC=C2)=O)=C1 4-(2-methyl-6,7-dihydropyrazolo[1,5-a]pyrimidin-4(5H)-yl)-4-oxo-N-(6-phenylpyridin-3-yl)butanamide